C1(CC1)C1=CC=NN1C1=CC=C(C=N1)S(=O)(=O)NC1=C(C=CC=2NNN(C21)C)OC 6-(5-cyclopropylpyrazol-1-yl)-N-(5-methoxy-3-methyl-1,2-dihydro-1,2,3-benzotriazol-4-yl)pyridine-3-sulfonamide